(Z)-2-((6-methoxypyridin-2-yl)methylene)quinuclidin-3-one COC1=CC=CC(=N1)\C=C\1/N2CCC(C1=O)CC2